C(C)OC(C#CC=1N=C2C(=NC1)N=C(S2)NC(=O)C=2C=NC(=CC2C2=CC(=NC=C2OC)C)C)OCC N-(6-(3,3-diethoxyprop-1-yn-1-yl)thiazolo[4,5-b]pyrazin-2-yl)-5'-methoxy-2',6-dimethyl-[4,4'-bipyridine]-3-carboxamide